Dioctyltin Bis(butyl maleate) C(CCC)/C(/C(=O)[O-])=C/C(=O)[O-].C(CCC)/C(/C(=O)[O-])=C/C(=O)[O-].C(CCCCCCC)[Sn+4]CCCCCCCC